FC(COC(COC1=CC=C2C(=N1)N(C(=N2)C(=O)NC2(CCS(CC2)(=O)=O)C)C)CC)F 5-[2-(2,2-Difluoroethoxy)butoxy]-3-methyl-N-(4-methyl-1,1-dioxo-thian-4-yl)imidazo[4,5-b]pyridine-2-carboxamide